BrC1=NN2CC(C=3C4=C(C(N(C1=C24)C)=O)C=C(C3)C)OCOCC[Si](C)(C)C 2-Bromo-3,6-dimethyl-8-((2-(trimethylsilyl)ethoxy)methoxy)-8,9-dihydrobenzo[de]pyrazolo[4,5,1-ij][1,7]naphthyridin-4(3H)-one